CC1(OC1)C 2,2-Dimethyloxirane